2-Amino-N-[2-chloro-5-[(2-cyclopropylpyrimidin-5-yl)carbamoyl]-4-fluorophenyl]-1,3-thiazole-5-carboxamide NC=1SC(=CN1)C(=O)NC1=C(C=C(C(=C1)C(NC=1C=NC(=NC1)C1CC1)=O)F)Cl